5,7-dimethoxy-4-oxo-2-(3,4,5-trimethoxyphenyl)-4H-chromen-3-yl 3-fluorobenzenesulfonate FC=1C=C(C=CC1)S(=O)(=O)OC1=C(OC2=CC(=CC(=C2C1=O)OC)OC)C1=CC(=C(C(=C1)OC)OC)OC